FC1=CC=C(C=C1)C=1N=C(SC1)\C=C\C1=CC=C(C=C1)C(C)(C)C (E)-4-(4-fluorophenyl)-2-p-tert-butylstyrylthiazole